tert-butyl 5'-oxo-8-azaspiro[bicyclo[3.2.1]octane-3,3'-pyrrolidine]-8-carboxylate O=C1CC2(CN1)CC1CCC(C2)N1C(=O)OC(C)(C)C